6-chloro-2-methyl-N-[(3S)-2-oxo-5-phenyl-1,3-dihydro-1,4-benzodiazepine-3-Yl]imidazo[1,2-b]pyridazine-3-carboxamide ClC=1C=CC=2N(N1)C(=C(N2)C)C(=O)N[C@@H]2C(NC1=C(C(=N2)C2=CC=CC=C2)C=CC=C1)=O